lauroyloxy-benzenesulfonate C(CCCCCCCCCCC)(=O)OC1=C(C=CC=C1)S(=O)(=O)[O-]